FS(C=1C=CC(=NC1)N1CCN(CC1)C(=O)[C@@H]1[C@@H](C1)OC[C@H](C)NC1=C(C(NN=C1)=O)C(F)(F)F)(F)(F)(F)F 5-(((S)-1-((1R,2S)-2-(4-(5-(pentafluoro-λ6-sulfanyl)pyridine-2-yl)piperazin-1-carbonyl)cyclopropyloxy)propan-2-yl)amino)-4-(trifluoromethyl)pyridazin-3(2H)-one